phenyl (4-(2-hydroxypropan-2-yl)phenyl)carbamate OC(C)(C)C1=CC=C(C=C1)NC(OC1=CC=CC=C1)=O